5-fluoro-1-[(2-fluorophenyl)methyl]-3-iodo-1H-pyrazolo[3,4-b]pyridine FC=1C=C2C(=NC1)N(N=C2I)CC2=C(C=CC=C2)F